CC1(COB(OC1)B1OCC(CO1)(C)C)C 2-(5,5-dimethyl-1,3,2-dioxaborinan-2-yl)-5,5-dimethyl-1,3,2-dioxaborinane